C1(=CC=CC=C1)P(=O)C1=CC=C(C=C1)O 4-(phenylphosphinyl)phenol